C(C1=CC=CC=C1)OC1=CC=C(C=N1)C(C)=O 1-(6-(benzyloxy)pyridin-3-yl)ethan-1-one